2,2-di(tert-butylperoxy)butaneN C(C)(C)(C)OOC(C)(C=C)OOC(C)(C)C